CS(=O)(=O)C1=CC(=NC2=CC=CC=C12)C(=O)O 4-(methylsulfonyl)quinoline-2-carboxylic acid